C(C)(=O)C1=CC(=C(C=C1)CC(=O)OCC)OCC=1C=C(C2=C(C=C(O2)F)C1)C1=CC(=NC=C1)CN ethyl 2-(4-acetyl-2-((7-(2-(aminomethyl)pyridin-4-yl)-2-fluorobenzofuran-5-yl)methoxy)phenyl)acetate